9-chloro-7-(2-methoxyphenoxy)-1,2,3,4-tetrahydroacridine ClC=1C2=CC(=CC=C2N=C2CCCCC12)OC1=C(C=CC=C1)OC